2-(((2r,4s)-1-acetyl-4-(4-(difluoromethoxy)-3-hydroxyphenyl)pyrrolidin-2-yl)methyl)-N5-ethyl-N5-methylpyridine-2,5-dicarboxamide C(C)(=O)N1[C@H](C[C@H](C1)C1=CC(=C(C=C1)OC(F)F)O)CC1(NC=C(C=C1)C(=O)N(C)CC)C(=O)N